(E)-2-(1-((6-chloropyridin-3-yl)methyl)imidazolin-2-ylmethylene)acetonitrile ClC1=CC=C(C=N1)CN1C(=NCC1)\C=C\C#N